O[C@H]1C[C@@H]2C[C@H]([C@H]1C2)NC(OC(C)(C)C)=O |r| racemic-tert-butyl ((1R,2R,4S,6S)-6-hydroxybicyclo[2.2.1]heptan-2-yl)carbamate